4-(2,4-difluorophenyl)-6,7-dimethyl-2-((2S,4R)-2-(1-methyl-1H-pyrazol-4-yl)tetrahydro-2H-pyran-4-yl)pteridine FC1=C(C=CC(=C1)F)C1=NC(=NC2=NC(=C(N=C12)C)C)[C@H]1C[C@H](OCC1)C=1C=NN(C1)C